2-(tetrahydro-2H-pyran-4-yl)-N-(cyclopropylmethyl)-5-aminobenzamide O1CCC(CC1)C1=C(C(=O)NCC2CC2)C=C(C=C1)N